CC1CCC(CC1)NCC(O)C1=CC=CC=C1 α-[[(4-Methylcyclohexyl)amino]methyl]benzenemethanol